CC1=CC(=NC=2N=C(N=C(C21)N)NCC2CCNCC2)C 5,7-dimethyl-N2-(piperidin-4-ylmethyl)pyrido[2,3-d]pyrimidine-2,4-diamine